3-(3-bromo-2-methoxyanilino)-2-{3-[(oxetan-2-yl)methoxy]pyridin-4-yl}-1,5,6,7-tetrahydro-4H-pyrrolo[3,2-c]pyridin-4-one BrC=1C(=C(NC2=C(NC3=C2C(NCC3)=O)C3=C(C=NC=C3)OCC3OCC3)C=CC1)OC